BrCCOCCOCCNC(=O)C=1SC(=CC1)C#N N-(2-(2-(2-bromoethoxy)ethoxy)ethyl)-5-cyanothiophene-2-carboxamide